N-(2-(4-Cyanothiazolidin-3-yl)-2-oxoethyl)-6-(1-(3-methylisoxazol-5-yl)-cyclopropyl)quinoline-4-carboxamide C(#N)C1N(CSC1)C(CNC(=O)C1=CC=NC2=CC=C(C=C12)C1(CC1)C1=CC(=NO1)C)=O